C(C)(C)(C)N1C[C@H](N(CC1)C(C)=O)C1=CC(=CC(=C1)C=1N=NN(N1)C)Cl tert-butyl-(R)-4-acetyl-3-(3-chloro-5-(2-methyl-2H-tetrazol-5-yl)phenyl)piperazine